C(CO)(=O)N[C@@H](CCCNC(N)=N)C(=O)O.C1(=CC=CC=C1)C1=NN2C(=NC=3C=CC=CC3C2=N1)NC=1C(N=CC=CC1)=O (3S)-3-[(2-phenyl-[1,2,4]triazolo[1,5-c]quinazolin-5-yl)amino]azepin-2-one glycolylarginate